2-(3-Chlorophenyl)-2-methyl-1-phenylpropane-1-ol ClC=1C=C(C=CC1)C(C(O)C1=CC=CC=C1)(C)C